C1(CCC1)CN1C=CC2=CC(=CC=C12)C=1SC=C(N1)NC(=O)N[C@@H]1CNCCC1 (S)-1-(2-(1-(cyclobutylmethyl)indol-5-yl)thiazol-4-yl)-3-(piperidin-3-yl)urea